COCC1=C(C#N)C=CC=C1 2-(methoxymethyl)benzonitrile